C(CC)C(CCN)NCCC 1,N1-dipropyl-1,3-propanediamine